C(C1=CC=CC=C1)=C1C(N(C(S1)=NN=C1C(NC2=CC=C(C=C12)F)=O)C1=CC=CC=C1)=O 3-(2-(5-benzylidene-3-phenyl-4-oxothiazolidin-2-ylidene)hydrazono)-5-fluoro-1H-indol-2-one